2-furanylchloride O1C(=CC=C1)Cl